N1(CCCCC1)C1CCN(CC1)C([C@H](CC(=O)N1CCC(CC1)N1C(NC2=CC=CC=C2C1)=O)NC1=NC=NC=C1)=O (L)-1-[1,4']Bipiperidinyl-1'-yl-4-[4-(2-oxo-1,4-dihydro-2H-quinazolin-3-yl)-piperidin-1-yl]-2-(pyrimidin-4-ylamino)-butane-1,4-dione